ClC=1C(=CC2=C([C@@H]([C@@](O2)(C2NCCC2)C2=CC=CC=C2)OC)C1C1=C(C(=O)N)C=CC(=C1F)OCCO)F 2-((2s,3s,4s)-5-chloro-6-fluoro-3-methoxy-2-phenyl-2-(pyrrolidin-2-yl)-2,3-dihydrobenzofuran-4-yl)-3-fluoro-4-(2-hydroxyethoxy)benzamide